C(#N)C=1C=C(C=C(C1)C(C)(C)O)S(=O)(=O)NC(NC1=C2CCCC2=C(C=2CCCC12)C#N)=O 3-cyano-N-(8-cyano-1,2,3,5,6,7-hexahydros-indacen-4-ylcarbamoyl)-5-(2-hydroxypropan-2-yl)benzenesulfonamide